ClC=1C=C(C=C(C1)OCC1CC1)C=1C(N(C=C(C1)C=1C(NC(C1)=O)=O)C=1C=NC=CC1)=O 3-(3-(3-chloro-5-(cyclopropylmethoxy)phenyl)-2-oxo-2H-[1,3'-bipyridin]-5-yl)-1H-pyrrole-2,5-dione